C12CNCC(CC1)N2C2=NC=1CCN(CC1C=C2)C(=O)N(C)C2CCCC2 2-(3,8-diazabicyclo[3.2.1]oct-8-yl)-N-cyclopentyl-N-methyl-7,8-dihydro-1,6-naphthyridine-6(5H)-carboxamide